1-ethyl-2-propenylmethyldimethoxysilane C(C)C(C=C)[Si](OC)(OC)C